1-(3-fluoro-2-methylbenzyl)-8-(2-hydroxypropyl)-3-(6-methoxy-5-(1H-pyrazol-4-yl)pyridin-2-yl)-1,3,8-triazaspiro[4.5]decan-2-one FC=1C(=C(CN2C(N(CC23CCN(CC3)CC(C)O)C3=NC(=C(C=C3)C=3C=NNC3)OC)=O)C=CC1)C